4,6-bis[1-(4-hydroxyphenyl)-1-methylethyl]-1,3-benzenediol OC1=CC=C(C=C1)C(C)(C)C1=C(C=C(C(=C1)C(C)(C1=CC=C(C=C1)O)C)O)O